Cl.Cl.S=O sulfanone dihydrochloride salt